(3-bromophenyl)(4-(3,4-dihydroisoquinolin-2(1H)-yl)piperidin-1-yl)methanone BrC=1C=C(C=CC1)C(=O)N1CCC(CC1)N1CC2=CC=CC=C2CC1